methyl 7-bromo-4-oxothiochromane-2-carboxylate BrC1=CC=C2C(CC(SC2=C1)C(=O)OC)=O